FC(C(=O)O)(C1=CC=C(C=C1)SC(F)(F)F)F 2,2-difluoro-2-(4-(trifluoromethylthio)phenyl)acetic acid